(4-isobutoxybenzyl)-7-(1-methylpiperidin-4-yl)-5,7-diazaspiro[2.5]octane-6-thione C(C(C)C)OC1=CC=C(CC2CC23CNC(N(C3)C3CCN(CC3)C)=S)C=C1